Aspartic Acid TFA salt OC(=O)C(F)(F)F.N[C@@H](CC(=O)O)C(=O)O